((4-((4-cyanophenyl)amino)-6,7-dihydrothieno[3,2-d]pyrimidin-2-yl)thio)propanoic acid C(#N)C1=CC=C(C=C1)NC=1C2=C(N=C(N1)SC(C(=O)O)C)CCS2